C(C1=CC=CC=C1)N1CC2(CC1)OCCN(C2)C(=O)OC(C)(C)C tert-butyl 2-benzyl-6-oxa-2,9-diazaspiro[4.5]decane-9-carboxylate